tert-butyl 4-[6-(2,6-dibenzyloxy-3-pyridyl)-1-methyl-benzimidazol-2-yl]piperazine-1-carboxylate C(C1=CC=CC=C1)OC1=NC(=CC=C1C=1C=CC2=C(N(C(=N2)N2CCN(CC2)C(=O)OC(C)(C)C)C)C1)OCC1=CC=CC=C1